S(=O)(=O)(O)O.NC1CNCCC1 3-aminopiperidine sulfate